6-(((tert-butyldiphenylsilyl)oxy)methyl)-2-chloroquinoline [Si](C1=CC=CC=C1)(C1=CC=CC=C1)(C(C)(C)C)OCC=1C=C2C=CC(=NC2=CC1)Cl